N-[4-({[(1S,4S)-4-ethylcyclohexyl]oxy}methyl)-7-methyl-6-oxo-1,3,4,6-tetrahydro-2H-quinolizin-3-yl]methanesulfonamide C(C)C1CCC(CC1)OCC1C(CCC2=CC=C(C(N12)=O)C)NS(=O)(=O)C